C(C)(C)(C)OC(=O)N1CCC(CC1)(C)CC#N.COC1=CC=C(C=C1)N(C(=O)C=1OC=CC1)CCN1CCN(CC1)CCC=1SC=CC1 N-(4-methoxyphenyl)-N-(2-(4-(2-(thiophen-2-yl)ethyl)piperazin-1-yl)ethyl)furan-2-carboxamide tert-butyl-4-(cyanomethyl)-4-methyl-piperidine-1-carboxylate